2-(azetidin-3-ylmethyl)-5-[(1S,3R)-2-(2-fluoro-2-methyl-propyl)-3-methyl-1,3,4,9-tetrahydropyrido[3,4-b]indol-1-yl]-1,3,4-thiadiazole N1CC(C1)CC=1SC(=NN1)[C@H]1N([C@@H](CC2=C1NC1=CC=CC=C21)C)CC(C)(C)F